O=C1NC(CCC1N1C(C2=CC=C(C=C2C1=O)OCCCN1CCC(CC1)C1=CC=C(C(=O)N)C=C1)=O)=O 4-(1-(3-((2-(2,6-dioxopiperidin-3-yl)-1,3-dioxoisoindolin-5-yl)oxy)propyl)piperidin-4-yl)benzamide